N1(CCC1)CC1(CC1)NC(C(C)(C1=CC=CC=C1)OC)=O N-(1-(azetidin-1-ylmethyl)cyclopropyl)-2-methoxy-2-phenylpropanamide